1-(benzo[d][1,3]dioxolan-5-yl)-3-(4-chloro-3-trifluoromethylphenyl)-1,3-dimethylurea O1COC2=C1C=CC(=C2)N(C(=O)N(C)C2=CC(=C(C=C2)Cl)C(F)(F)F)C